5-(4-(Hexyloxy)-1,2,5-thiadiazol-3-yl)-1-(1-(((hexyloxy)carbonyl)oxy)-2-methylpropyl)-1-methyl-1,2,3,6-tetrahydropyridin-1-ium formate C(=O)[O-].C(CCCCC)OC=1C(=NSN1)C1=CCC[N+](C1)(C)C(C(C)C)OC(=O)OCCCCCC